[Cl-].C(CCC)OC(CCCCCCCCC1=C(C=CC=C1)[P+](C)(C)C)OCCCC 9,9-dibutoxynonyltrimethylphenyl-phosphonium chloride